3-(5-(4-(1-(4-aminophenyl)piperidin-4-yl)piperazin-1-yl)-1-oxoisoindolin-2-yl)piperidine-2,6-dione NC1=CC=C(C=C1)N1CCC(CC1)N1CCN(CC1)C=1C=C2CN(C(C2=CC1)=O)C1C(NC(CC1)=O)=O